N1=CC=C(C=C1)C(CC)O (4-pyridyl)-1-propanol